C(CCCCCCCC=C)[SiH]([SiH3])C 9-decenyl-methyl-disilane